ClC=1C(=CC(=C(C(=O)NC2=CC(=NC=C2)[S@@](=O)(C)=NC(OC(C)(C)C)=O)C1)N1CCC(CC1)(F)F)C(F)(F)F tert-butyl (S)-((4-(5-chloro-2-(4,4-difluoropiperidin-1-yl)-4-(trifluoromethyl)benzamido)pyridin-2-yl)(methyl)(oxo)-λ6-sulfaneylidene)carbamate